BrC=1C=C(C=NC1)N1CCC(CC1)NC(OC(C)(C)C)=O Tert-butyl N-[1-(5-bromo-3-pyridyl)-4-piperidyl]carbamate